2-[3-(dibenzylamino)-2-fluoro-4-nitrophenyl]-1-(3,3-difluoroazetidin-1-yl)propan-1-one C(C1=CC=CC=C1)N(C=1C(=C(C=CC1[N+](=O)[O-])C(C(=O)N1CC(C1)(F)F)C)F)CC1=CC=CC=C1